(3S,7aS)-3-((cyclobutylmethoxy)methyl)tetrahydro-1H-pyrrolizin C1(CCC1)COC[C@@H]1CCC2=CCCN12